ClC1=NC(=C2N=CN(C2=N1)CC1OCC(C1O)O)NCC1=CC(=CC=C1)Cl 2-((2-chloro-6-((3-chlorobenzyl)amino)-9H-purin-9-yl)methyl)tetrahydrofuran-3,4-diol